1-(3-nitrophenyl)-3-(pyridin-3-yl)quinazoline-2,4(1H,3H)-dione [N+](=O)([O-])C=1C=C(C=CC1)N1C(N(C(C2=CC=CC=C12)=O)C=1C=NC=CC1)=O